ClC=1C=CC(=NC1)CN1C2CN(CC1C2)C2=CC=C(C=N2)C2=NC(=CC(=N2)NC2=NNC(=C2)C)C 2-(6-(6-((5-Chloropyridin-2-yl)methyl)-3,6-diazabicyclo[3.1.1]heptan-3-yl)pyridin-3-yl)-6-methyl-N-(5-methyl-1H-pyrazol-3-yl)pyrimidin-4-amine